o-(p-toluenesulfonamido)benzaldehyde CC1=CC=C(C=C1)S(=O)(=O)NC1=C(C=O)C=CC=C1